ClC=1C=C(C(=O)OC)C=C(C1C)S(=O)(=O)C methyl 3-chloro-4-methyl-5-(methylsulfonyl)benzoate